thiazolo(5',4':4,5)pyrrolo[2,3-d]pyridazin S1CN=C2C1=C1C(C=NN=C1)=N2